6-(4-Amino-3-nitrophenyl)-3-(2-(4-methylpiperidin-1-yl)ethyl)quinazolin-4(3H)-one NC1=C(C=C(C=C1)C=1C=C2C(N(C=NC2=CC1)CCN1CCC(CC1)C)=O)[N+](=O)[O-]